N(=[N+]=[N-])CC1=CC(=CC=N1)OC 6-(azidomethyl)-4-methoxypyridine